FC(C(F)(F)F)(F)C=1C=C(C=2C=CC=3N(C2N1)C=C(C3)CO)C(F)(F)F [2-(1,1,2,2,2-pentafluoroethyl)-4-(trifluoromethyl)pyrrolo[1,2-a]1,8-naphthyridin-8-yl]methanol